N-(6-chloropyridin-3-yl)-6-((tetrahydrofuran-3-yl)methoxy)isoquinolin-1-amine ClC1=CC=C(C=N1)NC1=NC=CC2=CC(=CC=C12)OCC1COCC1